thiazole-5-methanone S1C=NC=C1C=O